4-[2-(2,4-difluorophenoxy)-5-(methylsulfonyl)phenyl]-2-(hydroxymethyl)-6-methyl-1,6-dihydro-7H-pyrrolo[2,3-c]pyridin-7-one FC1=C(OC2=C(C=C(C=C2)S(=O)(=O)C)C=2C3=C(C(N(C2)C)=O)NC(=C3)CO)C=CC(=C1)F